ClC1=C(COC2CN(C2)C(=O)N2CC3(C2)CC(C3)N3N=C(N=C3)C3CC3)C=CC(=C1)F (3-((2-chloro-4-fluorobenzyl)oxy)azetidin-1-yl)(6-(3-cyclopropyl-1H-1,2,4-triazol-1-yl)-2-azaspiro[3.3]heptan-2-yl)methanone